BrC1=C2C=3CC(CCC3NC2=C(C(=C1)Cl)F)=O 5-bromo-7-chloro-8-fluoro-1,2,4,9-tetrahydro-3H-carbazol-3-one